2-(1,4-dioxaspiro[4.5]dec-7-en-8-yl)-4,4,5,5-tetramethyl-1,3,2-dioxaborolane O1CCOC12CC=C(CC2)B2OC(C(O2)(C)C)(C)C